C(C)OC1=C(C=C(C=C1)S(=O)(=O)N1CCN(CC1)C)C1=NN2C(C(N1)=O)=C(C(=C2CCC)C=O)C 2-(2-Ethoxy-5-((4-methylpiperazin-1-yl)sulfonyl)phenyl)-5-methyl-4-oxo-7-propyl-3,4-dihydropyrrolo[2,1-f][1,2,4]triazin-6-carbaldehyd